3-amino-5-(4-fluorophenyl)-N-[[3-(2-methoxyethoxy)pyridin-2-yl]methyl]-6-(1-methyl-1H-1,3-benzodiazol-6-yl)pyrazine-2-carboxamide NC=1C(=NC(=C(N1)C1=CC=C(C=C1)F)C=1C=CC2=C(N(C=N2)C)C1)C(=O)NCC1=NC=CC=C1OCCOC